chloro-4-amino-5-cyano-5-amino-pyrazole ClC=1N=NC(C1N)(N)C#N